5-(2-chloro-5-(isobutyrylaminomethyl)benzoylamino)-N-(2,4-difluorophenyl)-1-(methoxymethyl)-1H-indole-2-carboxamide ClC1=C(C(=O)NC=2C=C3C=C(N(C3=CC2)COC)C(=O)NC2=C(C=C(C=C2)F)F)C=C(C=C1)CNC(C(C)C)=O